O1CCN(CC1)C1=CC(=NC=2N1N=C(C2)C2=CC=NC=C2)NC2=NNC(=C2)C2=C(C=CC=C2)C 7-morpholino-N-[5-(o-tolyl)-1H-pyrazol-3-yl]-2-(4-pyridyl)pyrazolo[1,5-a]pyrimidin-5-amine